C(C)(C)(C)OC(N(CC1=C(C=CC=C1)N(C)C)CCCN)=O (3-aminopropyl)(2-(dimethylamino)benzyl)carbamic acid tert-butyl ester